FC1=NC=CC=C1C=O 2-fluoropyridine-3-carboxaldehyde